2-Amino-3-(7-(2-ethylphenyl)thieno[3,2-b]pyridine-2-carboxamido)propanoic acid NC(C(=O)O)CNC(=O)C1=CC2=NC=CC(=C2S1)C1=C(C=CC=C1)CC